4-methoxy-N-(1-(methyl-d3)-1H-pyrazol-4-yl)pyrimidin-2-amine COC1=NC(=NC=C1)NC=1C=NN(C1)C([2H])([2H])[2H]